2H-imidazol-2-imine N=1C(N=CC1)=N